C(OC1CN(C1)C(N(C)C)=O)(OC1=CC=C(C=C1)[N+](=O)[O-])=O 1-(dimethylcarbamoyl)azetidin-3-yl (4-nitrophenyl) carbonate